4,4'-oxybisphenol O(C1=CC=C(C=C1)O)C1=CC=C(C=C1)O